methyl 6-chloro-3-((cyclopropylmethyl)(methyl)amino)pyridazine-4-carboxylate ClC1=CC(=C(N=N1)N(C)CC1CC1)C(=O)OC